S1C(=NC2=C1C=CC=C2)NC2=C(C1=C(N=N2)N(CCC1)C=1SC(=CN1)CCCOC1=C(C=C(C=C1)C12CC(C1)(C2)CN(C)C)F)C 2-[3-(1,3-Benzothiazol-2-ylamino)-4-methyl-6,7-dihydro-5H-pyrido[2,3-c]pyridazin-8-yl]-5-[3-[4-[1-[(dimethylamino)methyl]-3-bicyclo[1.1.1]pentanyl]-2-fluorophenoxy]propyl]thiazol